tert-butyl 4-{6-[5-(methoxycarbonyl)-2-methylthiophen-3-yl]pyridin-3-yl}piperazine-1-carboxylate COC(=O)C1=CC(=C(S1)C)C1=CC=C(C=N1)N1CCN(CC1)C(=O)OC(C)(C)C